O=C1CC(OC2=CC=CC=C12)(C(=O)OC(C)(C)C)C#CC1=CC=CC=C1 tert-butyl 4-oxo-2-(phenylethynyl)chromane-2-carboxylate